3-(6-carbamoyl-1-methyl-1H-benzo[d]imidazol-2-yl)-4-chlorobenzo[b]thiophene-2-carboxylic acid ethyl ester C(C)OC(=O)C1=C(C2=C(S1)C=CC=C2Cl)C2=NC1=C(N2C)C=C(C=C1)C(N)=O